Cl.CN(CCCC1=CC(=CC(=N1)N)C)C 6-(3-(Dimethylamino)propyl)-4-methylpyridin-2-amine hydrochloride